[Si](C)(C)(C(C)(C)C)OCC[C@H](C1=CC=CC=C1)N1C[C@@H](N([C@@H](C1)C)C(C(C)C)=O)C(=O)NCC1=CC=C(C=C1)C1=NC=CC=N1 (2R,6R)-4-((R)-3-((tert-butyldimethylsilyl)oxy)-1-phenylpropyl)-1-isobutyryl-6-methyl-N-(4-(pyrimidin-2-yl)benzyl)piperazine-2-carboxamide